2-[(2S)-2-aminobutyl]-3,5-dichloro-N-[(thiophen-2-yl)methyl]thieno[3,2-b]pyridin-7-amine N[C@H](CC1=C(C2=NC(=CC(=C2S1)NCC=1SC=CC1)Cl)Cl)CC